COC=1C=C(CN(C2=CC(=NC=C2)CN2C(CNC(C2)=O)=O)CC2=CC=C(C=C2)N2CCCC2)C=CC1 1-((4-((3-methoxybenzyl)(4-(pyrrolidin-1-yl)benzyl)amino)pyridin-2-yl)methyl)piperazine-2,5-dione